Cl.COC1CN(CC1)CCO 2-(3-Methoxypyrrolidin-1-yl)ethane-1-ol hydrochloride